5,6-difluoro-4-(8-fluoro-2-((hexahydro-1H-pyrrolizin-7a-yl)methoxy)-4-(6-(hydroxymethyl)-1,4-oxazepan-4-yl)pyrido[4,3-d]pyrimidin-7-yl)naphthalen-2-ol FC1=C2C(=CC(=CC2=CC=C1F)O)C1=C(C=2N=C(N=C(C2C=N1)N1CCOCC(C1)CO)OCC12CCCN2CCC1)F